[Te](=O)(=O)(OC)[O-] methyl telluroate